ClCC=1N=NC(=CC1)C1=NC=CC=C1 3-(chloromethyl)-6-(pyridin-2-yl)pyridazine